monoisononyl methyl-1,2-cyclohexanedicarboxylate CC1(C(CCCC1)C(=O)[O-])C(=O)OCCCCCCC(C)C